3-cyclopropyl-N-(1,3-diazinan-2-ylidene)-4-({3-[2-(propan-2-yloxy)ethoxy]phenyl}amino)benzamide C1(CC1)C=1C=C(C(=O)N=C2NCCCN2)C=CC1NC1=CC(=CC=C1)OCCOC(C)C